2'-chloro-6-fluoro-5'-(2-phenyloxiran-2-yl)-5-(((S)-tetrahydrofuran-2-yl)methoxy)-[1,1'-biphenyl]-2-carbonitrile ClC1=C(C=C(C=C1)C1(OC1)C1=CC=CC=C1)C=1C(=CC=C(C1F)OC[C@H]1OCCC1)C#N